FC1=C(C=CC(=C1)CN1CCOCC1)C=1C=2N(C(=NC1C1=CC=C(C#N)C=C1)OC[C@H]1CN(CCC1)C)C=CN2 4-(8-[2-fluoro-4-(morpholin-4-ylmethyl)phenyl]-5-{[(3R)-1-methylpiperidin-3-yl]methoxy}imidazo[1,2-c]pyrimidin-7-yl)benzonitrile